N-(4-{[7-(benzyloxy)-6-methoxyquinolin-2-yl]oxy}phenyl)acetamide C(C1=CC=CC=C1)OC1=C(C=C2C=CC(=NC2=C1)OC1=CC=C(C=C1)NC(C)=O)OC